(2S,3aS,7aS)-N-benzyl-octahydroindole-2-carboxylic acid C(C1=CC=CC=C1)N1[C@@H](C[C@@H]2CCCC[C@H]12)C(=O)O